(R)-N-(3-(N-(2-((tert-butyldimethylsilyl)oxy)acetyl)-S-methylsulfonimidoyl)phenyl)-2-fluoro-6-((6-fluoro-2-methylpyridin-3-yl)oxy)-3-(trifluoromethyl)benzamide [Si](C)(C)(C(C)(C)C)OCC(=O)N=[S@@](=O)(C)C=1C=C(C=CC1)NC(C1=C(C(=CC=C1OC=1C(=NC(=CC1)F)C)C(F)(F)F)F)=O